[4-(benzylamino)-3-nitrophenyl]isoxazole C(C1=CC=CC=C1)NC1=C(C=C(C=C1)C1=NOC=C1)[N+](=O)[O-]